3-((R)-N-(1-Methylpyrrolidin-3-yl)sulfamoyl)-1-(1,2,3,5,6,7-hexahydro-s-indacen-4-yl)urea, potassium salt [K].CN1C[C@@H](CC1)NS(=O)(=O)NC(NC1=C2CCCC2=CC=2CCCC12)=O